OC1=CC=C(C=C1)P(OC)([O-])([O-])C1=CC=CC=C1 methyl p-hydroxyphenylphenylphosphite